Methyl 4-methyl-7-nitro-3-oxo-3,4-dihydrospiro[benzo[b][1,4]oxazine-2,1'-cyclopropane]-6-carboxylate CN1C2=C(OC3(CC3)C1=O)C=C(C(=C2)C(=O)OC)[N+](=O)[O-]